4-(Benzothiazol-6-yl)-N-(5-((4-ethylpiperazin-1-yl)methyl)pyridin-2-yl)-5-fluoropyrimidin-2-amine S1C=NC2=C1C=C(C=C2)C2=NC(=NC=C2F)NC2=NC=C(C=C2)CN2CCN(CC2)CC